4-(2-((6,6-dimethyl-2,4-dioxo-3-azabicyclo[3.1.0]hexan-3-yl)methyl)thieno[3,2-b]pyridin-7-yl)-6-methylpicolinonitrile CC1(C2C(N(C(C12)=O)CC1=CC2=NC=CC(=C2S1)C1=CC(=NC(=C1)C)C#N)=O)C